O[C@@H](C=1NC(=NN1)C(=O)OCC)C1=CC=CC=C1 ethyl (R)-5-(hydroxy (phenyl) methyl)-4H-1,2,4-triazole-3-carboxylate